arachidonoyl chloride C(CCC\C=C/C\C=C/C\C=C/C\C=C/CCCCC)(=O)Cl